[O-2].[Ce+3].[O-2].[O-2].[Ce+3] cerium (III) oxide